gamma-(2,3-epoxypropoxy)propyl-dimethyl-ethoxysilane C(C1CO1)OCCC[Si](OCC)(C)C